C1=CC=C2C(=C1)C=C(N2)CC(=O)C(=O)O indolpyruvic acid